OCCOC1=CC=C(C=C1)SC1=CC=C(C=C1)OCCO bis-[4-(hydroxyethoxy) phenyl] sulfide